bromo-2-isobutyrylbenzoic acid methyl ester COC(C1=C(C(=CC=C1)Br)C(C(C)C)=O)=O